C(C)N(C(=O)C1=CC=CC(=N1)C(=O)O)CC 6-[(diethylamino)carbonyl]pyridine-2-carboxylic acid